Propoyllithium C(CC)(=O)[Li]